pyrrolidin-1-Carboxylat N1(CCCC1)C(=O)[O-]